NC1=C(C=C(C=N1)C=1C=C2N(N1)CC[C@]21CN(CC1)C(=O)NCC)OCC1CCCCC1 |r| (rac)-2'-[6-amino-5-(cyclohexylmethoxy)pyridin-3-yl]-N-ethyl-5',6'-dihydrospiro[pyrrolidine-3,4'-pyrrolo[1,2-b]pyrazole]-1-carboxamide